OCC1(COC1)N1C(SC(=C1)COC=1C=CC2=C(C=C(O2)C)C1)C N-(3-(hydroxymethyl)oxetan-3-yl)-2-methyl-5-((2-methylthiazol-5-yl)methoxy)benzofuran